C(C1=CC=CC=C1)OC=1C=C2C(=CC=NC2=CC1OCC)Cl 6-(benzyloxy)-4-chloro-7-ethoxyquinoline